Benzyl (R)-2-(3-bromo-2-fluorophenyl)-7-((2-((tert-butyldimethylsilyl)oxy)ethyl)sulfonyl)-2,6,6-trimethylheptanoate BrC=1C(=C(C=CC1)[C@](C(=O)OCC1=CC=CC=C1)(CCCC(CS(=O)(=O)CCO[Si](C)(C)C(C)(C)C)(C)C)C)F